[P].CC1=C(C(=O)C2=C(C=CC=C2)OC2=CC=CC=C2)C(=CC(=C1)C)C 2,4,6-trimethyl-benzoyl-diphenyl-oxygen phosphorus